CN1C(N(C2=C1C=C(C(=C2)C)[N+](=O)[O-])C)=O 1,3,5-trimethyl-6-nitro-1H-benzo[d]imidazol-2(3H)-one